2-(4-methylpiperazine-1-yl)ethanethiol CN1CCN(CC1)CCS